ClC1=NC(=NC(=C1)Cl)C=1NC=CC1 4,6-dichloro-2-(1H-pyrrol-2-yl)pyrimidine